ethyl 5-[(3S,4S)-3-(tert-butoxycarbonylamino)-4-fluoro-1-piperidyl]pyrazolo[1,5-a]pyrimidine-3-carboxylate C(C)(C)(C)OC(=O)N[C@H]1CN(CC[C@@H]1F)C1=NC=2N(C=C1)N=CC2C(=O)OCC